BrC1=C(C=C(C(=C1)Br)OC)S(=O)(=O)NC(CNC1COC1)CCCC 2,4-dibromo-5-methoxy-N-(1-(oxetan-3-ylamino)hexan-2-yl)benzenesulfonamide